NC(CC[C@@H](C(=O)NCC=1C(=NC(=CC1)N)C)NC([C@@H](CCC1=CC=CC=C1)NC(OC(C)(C)C)=O)=O)=O tert-butyl ((R)-1-(((S)-5-amino-1-(((6-amino-2-methylpyridin-3-yl)methyl)amino)-1,5-dioxopentan-2-yl)amino)-1-oxo-4-phenylbutan-2-yl)carbamate